Pentafluorophenyl (1S,4aS,10aR)-6-(dibenzylamino)-1,4a-dimethyl-1,2,3,4,4a,9,10,10a-octahydrophenanthrene-1-carboxylate C(C1=CC=CC=C1)N(C=1C=C2[C@]3(CCC[C@@]([C@@H]3CCC2=CC1)(C(=O)OC1=C(C(=C(C(=C1F)F)F)F)F)C)C)CC1=CC=CC=C1